(7-neopentylbenzofuran-2-yl)boronic acid C(C(C)(C)C)C1=CC=CC=2C=C(OC21)B(O)O